C(OC1=CC=C(C=C1)[N+](=O)[O-])(OCC1OC(OC1)CCCCCCCCCCC)=O 4-nitrophenyl ((2-undecyl-1,3-dioxolan-4-yl)methyl) carbonate